(E)-3-(4-amino-3-nitrophenyl)acrylic acid NC1=C(C=C(C=C1)/C=C/C(=O)O)[N+](=O)[O-]